ethyl 2-[3-(hydroxymethyl)-1-{3-[1-oxo-4-(trifluoromethyl)-3H-isoindol-2-yl]phenyl}cyclobutyl]acetate OCC1CC(C1)(C1=CC(=CC=C1)N1C(C2=CC=CC(=C2C1)C(F)(F)F)=O)CC(=O)OCC